BrC1=C(C=NC=C1C(F)(F)F)C 4-bromo-3-methyl-5-(trifluoromethyl)pyridine